6-tert-butyl-10-methoxy-9-(2-morpholinothiazol-5-yl)-2-oxo-6,7-dihydro-2H-pyrido[2,1-a]isoquinoline-3-carboxylic Acid C(C)(C)(C)C1N2C(C3=CC(=C(C=C3C1)C1=CN=C(S1)N1CCOCC1)OC)=CC(C(=C2)C(=O)O)=O